ClC1=CC(=C(CCN2[C@@H]([C@H]([C@@H]([C@H](C2)O)O)O)C)C=C1)F (2R,3R,4R,5S)-1-(4-chloro-2-fluorophenethyl)-2-methylpiperidine-3,4,5-triol